Diethyl 4-chloro-1-[2-(3-chloro-4-methylphenyl)-2-oxoethyl]-1H-pyrazole-3,5-dicarboxylate ClC=1C(=NN(C1C(=O)OCC)CC(=O)C1=CC(=C(C=C1)C)Cl)C(=O)OCC